N-(4'-amino-3,3'-dimethyl-[1,1'-biphenyl]-4-yl)-5-azidopentanamide NC1=C(C=C(C=C1)C1=CC(=C(C=C1)NC(CCCCN=[N+]=[N-])=O)C)C